tert-butyl (2S,4S)-2-(hydroxymethyl)-4-(4-(trifluoromethyl) phenoxy)pyrrolidin-1-carboxylate OC[C@H]1N(C[C@H](C1)OC1=CC=C(C=C1)C(F)(F)F)C(=O)OC(C)(C)C